FC1=CC=C(C=C1)N1C(=NC(=C(C1=O)C(=O)NC1=CC(=C(C=C1)OC1=CC=NC2=CC(=CN=C12)C(=C)C)F)C)C 1-(4-Fluorophenyl)-N-[3-fluoro-4-[(7-prop-1-en-2-yl-1,5-naphthyridin-4-yl)oxy]phenyl]-2,4-dimethyl-6-oxopyrimidine-5-carboxamide